C(CCCCCCCCCCC\C=C/CCCCCCCC)(=O)OCC(=O)NCC1=C(C=C(C(=C1)OC)O)I (Z)-2-((4-hydroxy-2-iodo-5-methoxybenzyl)amino)-2-oxoethyl docos-13-enoate